CC1=CC=CC(=N1)C1=NC(=CC=C1C=1C=CC=2N(C1)C(=CN2)C#N)C(F)(F)F 6-(6'-Methyl-6-(trifluoromethyl)-[2,2'-bipyridin]-3-yl)imidazo[1,2-a]pyridin-3-carbonitril